diisobutyl 2-cyano-2,3-dicyclopentylsuccinate C(#N)C(C(=O)OCC(C)C)(C(C(=O)OCC(C)C)C1CCCC1)C1CCCC1